3-amino-2-(5-(2,4-dichlorophenyl)pyridin-2-yl)-1,1,1-trifluoropropan-2-ol NCC(C(F)(F)F)(O)C1=NC=C(C=C1)C1=C(C=C(C=C1)Cl)Cl